1-naphthyl methacrylate C(C(=C)C)(=O)OC1=CC=CC2=CC=CC=C12